1,4-Di-iodoheptane ICCCC(CCC)I